NC1=NC(=C(C2=C1N=C(N2)COCC)SC2=C(C=C(C=C2)CN2CCCC2)O)C 2-[[4-amino-2-(ethoxymethyl)-6-methyl-1H-imidazo[4,5-c]pyridin-7-yl]sulfanyl]-5-(pyrrolidin-1-ylmethyl)phenol